2-((3R*,4R*)-4-(((5-fluoro-6-((S)-3-(2-fluoro-4-(trifluoromethyl)phenyl)morpholino)pyrimidin-4-yl)amino)methyl)-3-hydroxypiperidin-1-yl)acetamide FC=1C(=NC=NC1N1[C@H](COCC1)C1=C(C=C(C=C1)C(F)(F)F)F)NC[C@@H]1[C@H](CN(CC1)CC(=O)N)O |o1:26,27|